[Li+].P(=O)([O-])([O-])[O-].[K+].[Fe+2] iron potassium phosphate lithium